2-(4-(6-(1-methyl-1H-pyrazol-4-yl)pyrazolo[1,5-a]pyridin-3-yl)phenyl)-N-(5-(1,1,1-trifluoro-2-methylpropan-2-yl)isoxazol-3-yl)acetamide CN1N=CC(=C1)C=1C=CC=2N(C1)N=CC2C2=CC=C(C=C2)CC(=O)NC2=NOC(=C2)C(C(F)(F)F)(C)C